4-Methoxyphenylboronic acid COC1=CC=C(C=C1)B(O)O